C(=O)O.NC1=NC=CC2=C1C(=CN2[C@H]2C[C@@H](N(C2)C(C=C)=O)COC)C#CC2=CC1=C(N(C=N1)CC)C=C2 1-((2R,4S)-4-(4-amino-3-((1-ethyl-1H-benzo[d]imidazol-5-yl)ethynyl)-1H-pyrrolo[3,2-c]pyridin-1-yl)-2-(methoxymethyl)pyrrolidin-1-yl)prop-2-en-1-one formate